(5s)-1-((benzyloxy)methyl)-7-(2-(4-(6-fluorobenzothiophen-4-yl)piperazin-1-yl)ethyl)-3,4-Dihydroquinolin-2(1H)-one C(C1=CC=CC=C1)OCN1C(CCC2=CC=C(C=C12)CCN1CCN(CC1)C1=CC(=CC2=C1C=CS2)F)=O